Borneol mandelate C(C(O)C1=CC=CC=C1)(=O)OC1C2(CCC(C1)C2(C)C)C